NC1=C2C(N(C(C2=CC=C1F)=O)[C@H](CS(=O)(=O)C)C1=CC(=C(C=C1)OC)OCC)=O (S)-4-amino-2-(1-(3-ethoxy-4-methoxyphenyl)-2-(methylsulfonyl)ethyl)-5-fluoroisoindoline-1,3-dione